COC1=CC(=CC=2C=C(SC21)C=2N=C(N1C2C(=NC=C1)N)[C@@H]1CNCC1)C 1-(7-methoxy-5-methyl-benzothiophen-2-yl)-3-[(3S)-pyrrolidin-3-yl]imidazo[1,5-a]pyrazin-8-amine